1-(2-methylbenzo[d]thiazol-7-yl)cyclopropanamine CC=1SC2=C(N1)C=CC=C2C2(CC2)N